C(C)SC1=NC(=CC(=C1C(=O)NCC1=CC=C(C=C1)C)C)N1CCOCC1 2-Ethylsulfanyl-4-methyl-6-morpholin-4-yl-N-(p-tolyl-methyl)-pyridine-3-carboxylic acid amide